NC=1C(=C(C(=C(C(=O)Cl)C1I)I)C(=O)Cl)I 5-amino-2,4,6-triiodoisophthaloyl chloride